5-{1-[Ethyl-(4-fluoro-phenyl)-carbamoyl]-piperidin-4-carbonyl}-1-methyl-1H-indazol C(C)N(C(=O)N1CCC(CC1)C(=O)C=1C=C2C=NN(C2=CC1)C)C1=CC=C(C=C1)F